1-{4-methyl-5-[7-(methylamino)-2,6-naphthyridin-3-yl]pyridin-2-yl}pent-4-en-1-ol CC1=CC(=NC=C1C=1N=CC2=CC(=NC=C2C1)NC)C(CCC=C)O